4-(cyclopentyloxy)-N-(1-(3,4-dichlorophenyl)-2-(dimethylamino)ethyl)benzenesulfonamide lauroate C(CCCCCCCCCCC)(=O)O.C1(CCCC1)OC1=CC=C(C=C1)S(=O)(=O)NC(CN(C)C)C1=CC(=C(C=C1)Cl)Cl